[Cl-].C[NH+](C)CC=C N,N-dimethylallyl-ammonium chloride